FC(OC1=C(C=CC=C1)C1CCN(CC1)[C@H]1CC2(CN(C2)C=2SC=NN2)CC1)(F)F (R)-2-(6-(4-(2-(trifluoromethoxy)phenyl)piperidin-1-yl)-2-azaspiro[3.4]oct-2-yl)-1,3,4-thiadiazole